N-(2-hydroxyethyl)-2-(2-methylphenylsulfonamido)benzamide OCCNC(C1=C(C=CC=C1)NS(=O)(=O)C1=C(C=CC=C1)C)=O